tert-butyl (S)-(1-(3,5-dichloro-4-(cyclopropylmethoxy)phenethyl)piperidin-3-yl)carbamate ClC=1C=C(CCN2C[C@H](CCC2)NC(OC(C)(C)C)=O)C=C(C1OCC1CC1)Cl